N-(8,9-difluoro-6-oxo-1,2,3,4,5,6-hexahydrobenzo[c][1,7]naphthyridin-1-yl)-N-methyl-4H-thieno[3,2-b]pyrrole-5-carboxamide FC=1C(=CC2=C(C(NC=3CNCC(C23)N(C(=O)C2=CC3=C(N2)C=CS3)C)=O)C1)F